COC(=O)C1=C(NC=C1C)C=1SC=CC1 4-methyl-2-(thiophen-2-yl)-1H-pyrrole-3-carboxylic acid methyl ester